N-[(6-Amino-2-pyridyl)sulfonyl]-6-(4,4-difluorocyclohexyl)-2-(2,4,6-trimethylphenoxy)pyridin-3-carboxamid NC1=CC=CC(=N1)S(=O)(=O)NC(=O)C=1C(=NC(=CC1)C1CCC(CC1)(F)F)OC1=C(C=C(C=C1C)C)C